C1(CC1)C1=C(C=CC(=C1)F)C(C(=O)O)N1C[C@@H](CC1)OCCCCC1=NC=2NCCCC2C=C1 2-(2-Cyclopropyl-4-fluorophenyl)-2-((R)-3-(4-(5,6,7,8-tetrahydro-1,8-naphthyridin-2-yl)butoxy)pyrrolidin-1-yl)acetic acid